CCN(CC)C(=O)SC S-methyl diethylcarbamothioate